[[6,7-dichloro-3-(1-tetrahydropyran-2-ylpyrazol-4-yl)-1H-indole-2-carbonyl]amino]thiourea ClC1=CC=C2C(=C(NC2=C1Cl)C(=O)NNC(=S)N)C=1C=NN(C1)C1OCCCC1